(S)-4-(7-fluoro-imidazo[1,2-a]pyridin-3-yl)-7-((5-(1-(4-hydroxy-piperidin-1-yl)ethyl)pyridin-2-yl)amino)isoindolin-1-one FC1=CC=2N(C=C1)C(=CN2)C2=C1CNC(C1=C(C=C2)NC2=NC=C(C=C2)[C@H](C)N2CCC(CC2)O)=O